C1(=CC=CC=C1)C1=CC=CC(=N1)C(=O)NCC1=NOCC1 3-((6-phenylpicolamido)methyl)-4,5-dihydroisoxazole